(R)-isopropyl 3-(9-((1s,4S)-4-carbamoylcyclohexyl)-8-(2,6-dichloro-4-cyanophenylamino)-9H-purin-2-ylamino)piperidine-1-carboxylate C(N)(=O)C1CCC(CC1)N1C2=NC(=NC=C2N=C1NC1=C(C=C(C=C1Cl)C#N)Cl)N[C@H]1CN(CCC1)C(=O)OC(C)C